N-(phosphorylmethyl)-glycine P(=O)#CNCC(=O)O